2-methyl-1,5-pentanediol isophthalate C(C1=CC(C(=O)O)=CC=C1)(=O)O.CC(CO)CCCO